FC1=CC(=C(CN2CC3(CN(C3)C(=O)OC(C)(C)C)C2)C=C1)C(F)(F)F Tert-Butyl 6-(4-fluoro-2-(trifluoromethyl)benzyl)-2,6-diazaspiro[3.3]heptane-2-carboxylate